ClC(CO)C 2-chloro-propan-1-ol